2-(4-(6-((4-chlorobenzofuran-7-yl)methoxy)pyridin-2-yl)piperidin-1-yl)ethyl acetate C(C)(=O)OCCN1CCC(CC1)C1=NC(=CC=C1)OCC1=CC=C(C=2C=COC21)Cl